Aluminum titanium phosphate P(=O)([O-])([O-])[O-].[Ti+4].[Al+3]